7-butyl-5-[(3-carboxyphenyl)methyl]-5H,6H,7H,8H,10H-cyclohepta[b]indole-4-carboxylic acid C(CCC)C1CCCC2=C(N(C3=C(C=CC=C23)C(=O)O)CC2=CC(=CC=C2)C(=O)O)C1